C1CC12CCN(CC2)S(=O)(=O)NC(=O)C2=CC(=C(C(=O)O)C=C2N(C)C)Cl 4-(((6-azaspiro[2.5]octan-6-yl)sulfonyl)carbamoyl)-2-chloro-5-(dimethylamino)benzoic acid